O=C(C(=O)OCC(F)(F)F)N1[C@H](CC[C@@H](C1)C)C=1C=NC=C(C1)Cl |r| 2,2,2-trifluoroethyl 2-oxo-2-[rac-(2R,5S)-2-(5-chloro-3-pyridyl)-5-methyl-1-piperidyl]acetate